C(CCCN1N=C(C=C1C(=O)NC1=CC(=CC=C1)C#N)C1=CC=NC=C1)N1N=C(C=C1C(=O)NC1=CC(=CC=C1)C#N)C1=CC=NC=C1 1,1'-(butane-1,4-diyl)bis(N-(3-cyanophenyl)-3-(pyridin-4-yl)-1H-pyrazole-5-carboxamide)